CC1(CCNC2=C(C(=CC=C12)[N+](=O)[O-])C)C1=CC=CC=C1 4,8-dimethyl-7-nitro-4-phenyl-1,2,3,4-tetrahydroquinoline